C(C)(=O)OCCCN1C(S\C(\C1=O)=C/C1=CC(=C(C(=C1)[N+](=O)[O-])O)O)=O 3-[(5Z)-5-[(3,4-dihydroxy-5-nitrophenyl)methylene]-2,4-dioxo-thiazolidin-3-yl]propyl acetate